methyl (E)-3-(3-benzyloxy-5-methyl-2-pyridyl)prop-2-enoate C(C1=CC=CC=C1)OC=1C(=NC=C(C1)C)/C=C/C(=O)OC